3-(5-((3-((4'-chloro-[1,1'-biphenyl]-2-yl)methyl)-2-oxoimidazolidin-1-yl)methyl)-1-Oxoisoindolin-2-yl)piperidine-2,6-dione ClC1=CC=C(C=C1)C1=C(C=CC=C1)CN1C(N(CC1)CC=1C=C2CN(C(C2=CC1)=O)C1C(NC(CC1)=O)=O)=O